FC1=CC=C(C=C1)C1=NC(=NC(=C1/C=C/C1CCOC(O1)(C)C)C(C)C)NS(=O)(=O)C 6-[(1E)-2-[4-(4-fluorophenyl)-6-isopropyl-2-(methylsulfonylamino)-pyrimidin-5-yl]vinyl]-2,2-dimethyl-1,3-dioxane